2-(4-(3-isopropyl-2-(8-(trifluoromethyl)imidazo[1,2-a]pyridin-6-yl)-1H-indol-5-yl)piperidin-1-yl)-N,N-dimethylacetamide C(C)(C)C1=C(NC2=CC=C(C=C12)C1CCN(CC1)CC(=O)N(C)C)C=1C=C(C=2N(C1)C=CN2)C(F)(F)F